[Br-].OCC[N+]1=CN(C=C1)CC=C 3-(2-hydroxyethyl)-1-(2-propen-1-yl)-1H-imidazolium bromide